ClC1=C(C=C(C=C1)N1C(CN(CC1)C(=O)OC(C)(C)C)=O)OC tert-butyl 4-(4-chloro-3-methoxyphenyl)-3-oxopiperazine-1-carboxylate